FC(C(C(=O)N1CC2=C(C=C(C=C2CC1)C=1C=C2C(=NC1)NC=C2C)[C@H]2NCCC2)(C(F)(F)F)O)(F)F (S)-3,3,3-trifluoro-2-hydroxy-1-(6-(3-methyl-1H-pyrrolo[2,3-b]pyridin-5-yl)-8-(pyrrolidin-2-yl)-3,4-dihydroisoquinolin-2(1H)-yl)-2-(trifluoromethyl)propan-1-one